ClC=1C(=CC(=C(CNC(CO)CO)C1)OCC=1C=NC=C(C1)C#N)OCC1=C(C(=CC=C1)C1=C2CCN(C2=CC=C1)CCCN1CCC(CC1)O)C 2-(5-chloro-2-((5-cyanopyridin-3-yl)methyl-Oxy)-4-(3-(1-(3-(4-hydroxypiperidin-1-yl)propyl)indoline-4-yl)-2-methylbenzyloxy)benzylamino)-Propan-1,3-diol